C(#N)C1=NC=CC(=N1)C1(CCCC1)NC(OCC1=CC=C(C=C1)C1=CC=C(C=C1)S(=O)(=O)C)=O (4'-(methylsulfonyl)-[1,1'-biphenyl]-4-yl)methyl (1-(2-cyanopyrimidin-4-yl)cyclopentyl)carbamate